Cl.Cl.FC=1C=CC2=C(N(C=N2)CCC[C@H]2NCCC[C@@H]2O)C1F (2R,3S)-2-(3-(6,7-difluoro-1H-benzo[d]imidazol-1-yl)propyl)piperidin-3-ol dihydrochloride